C(#N)C1=CC(=C(C=N1)OC1=CC(=C2C(=N1)N(C=N2)C)NC2=CC=C(C=C2)CC(=O)NCC)C 2-{4-[5-(6-cyano-4-methyl-pyridin-3-yloxy)-3-methyl-3H-imidazo[4,5-b]pyridin-7-ylamino]-phenyl}-N-ethyl-acetamide